CN1C2=C(NCC1=O)C=CC(=N2)OCCNCC2CN(C(O2)=O)C2=NC1=C(SCC(N1)=O)N=C2 5-(((2-((4-methyl-3-oxo-1,2,3,4-tetrahydropyrido[2,3-b]pyrazin-6-yl)oxy)ethyl)amino)methyl)-3-(3-oxo-3,4-dihydro-2H-pyrazino[2,3-b][1,4]thiazin-6-yl)oxazolidin-2-one